OC1=C(C=CC(=C1)OCCCC)C1=NC(=NC(=N1)C1=C(C=C(C=C1)OCCCC)O)C1=C(C=C(C=C1)OCCCC)O 2,4,6-tris(2-hydroxy-4-butoxyphenyl)-1,3,5-triazine